3-glycidoxypropyl-trimethoxysilane silicon [Si].C(C1CO1)OCCC[Si](OC)(OC)OC